2-[5-ethylsulfonyl-6-[3-methyl-6-(trifluoromethyl)imidazo[4,5-c]pyridin-2-yl]-3-pyridyl]acetonitrile C(C)S(=O)(=O)C=1C=C(C=NC1C1=NC2=C(C=NC(=C2)C(F)(F)F)N1C)CC#N